C(C)(=O)OC1=CC=C(C=C1)C1=CC=CC=C1 4-acetoxy-1,1'-biphenyl